C(C)(C)(C)OC(=O)N(C1=CC(=NC=C1)OC)CC=1C(=CC(=NC1)C(=O)OC)OC methyl 5-(((tert-butoxycarbonyl)(2-methoxypyridin-4-yl)amino)methyl)-4-methoxypicolinate